BrC=1C=C2C(=NN(C2=CC1)C1CS(C1)(=O)=O)C 3-(5-bromo-3-methyl-1H-indazol-1-yl)thietane 1,1-dioxide